NC1CC(CC(C1)(C)C)(CN)C 3-amino-1,5,5-trimethylcyclohexanemethanamine